6-[1-[(1R)-1-[2-chloro-4-[5-(difluoromethyl)-1,3,4-oxadiazol-2-yl]phenyl]ethyl]triazol-4-yl]-1,3-benzothiazol-2-amine ClC1=C(C=CC(=C1)C=1OC(=NN1)C(F)F)[C@@H](C)N1N=NC(=C1)C1=CC2=C(N=C(S2)N)C=C1